2-fluoro-N-((2R)-3-methyl-1-(9-methyl-10-oxo-7-(pyridin-4-yl)-3,9-diazaspiro[5.5]undecan-3-yl)-1-oxobutan-2-yl)-5-(trifluoromethyl)benzamide FC1=C(C(=O)N[C@@H](C(=O)N2CCC3(CC2)C(CN(C(C3)=O)C)C3=CC=NC=C3)C(C)C)C=C(C=C1)C(F)(F)F